C1=CC=C2C(=C1)C=CC(=C2C3=C(C=CC4=CC=CC=C43)C(=O)O)C(=O)O (R)-1,1'-binaphthyl-2,2'-dicarboxylic acid